triethylene glycol di-n-propyl ether CCCOCCOCCOCCOCCC